3-Methyleneisobenzofuran-1(3H)-one C=C1OC(C2=CC=CC=C12)=O